4-[2-(5-Chloropyridin-2-yl)-2-methyl-1,3-benzodioxol-4-yl]Piperazine ClC=1C=CC(=NC1)C1(OC2=C(O1)C=CC=C2N2CCNCC2)C